NC1=NC=C(C=C1O[C@H](C)C=1C=C(C=CC1)NC(C1=C(C=CC(=C1)Cl)Cl)=O)Cl (R)-N-(3-(1-((2-amino-5-chloropyridin-3-yl)oxy)ethyl)phenyl)-2,5-dichlorobenzamide